ClC(=O)N(C1=NC=CC=C1CN(C(OCOP(=O)(OC(C)(C)C)OC(C)(C)C)=O)C)C ((di-tert-butoxyphosphoryl)oxy)methyl ((2-((chlorocarbonyl)(methyl)amino)pyridin-3-yl)methyl)(methyl)carbamate